ClC1=NC(=CC(=C1[N+](=O)[O-])C)C 2-chloro-4,6-dimethyl-3-nitropyridine